N-(4-((2-(1,1-difluoroethyl)-6-ethylpyrimidin-4-yl)amino)-5-(2-(4-methylpiperazin-1-yl)ethoxy)pyridin-2-yl)acetamide FC(C)(F)C1=NC(=CC(=N1)NC1=CC(=NC=C1OCCN1CCN(CC1)C)NC(C)=O)CC